FC1=CC=CC=2N=C(SC21)N(CCC2=CC=C(C=C2)OC)CC2=CC=C(C=C2)/C=C/C(=O)O (E)-3-(4-(((7-fluorobenzo[d]thiazol-2-yl)(4-methoxyphenethyl)amino)-methyl)phenyl)acrylic acid